3,3,5-trimethyl-2-cyclohexen-1-one CC1=CC(=O)CC(C1)(C)C